7-(4-(6-(2-(benzylamino)-2-oxoethyl)pyridin-3-yl)phenoxy)-N-hydroxyheptanamide C(C1=CC=CC=C1)NC(CC1=CC=C(C=N1)C1=CC=C(OCCCCCCC(=O)NO)C=C1)=O